O(C#N)C1=CC=C(C=C1)C1=C(C(=O)O)C=CC(=C1)OC#N.O(C#N)C1=CC=C(C(=O)OC2=CC=C(C=C2)OC#N)C=C1 4-cyanatophenyl 4-cyanatobenzoate (4-cyanatophenyl-4-cyanatobenzoate)